N-{(3S*,4S*)-2-(2-hydroxy-2-methylpropanoyl)-3-[(2,3',5'-trifluoro[biphenyl]-3-yl)methyl]-2-azabicyclo[3.1.1]heptan-4-yl}methanesulfonamide OC(C(=O)N1C2CC([C@@H]([C@@H]1CC=1C(=C(C=CC1)C1=CC(=CC(=C1)F)F)F)NS(=O)(=O)C)C2)(C)C |o1:8,9|